ClC1=C(CSC2=NC=3N(C(N(C(C3N2C)=O)C)=O)C)C=CC=C1 8-(2-chlorobenzylthio)-1,3,7-trimethyl-1H-purine-2,6(3H,7H)-dione